FC(C(=O)OC)(OC(C(OC(F)(F)F)(F)F)(F)F)F Methyl perfluoro-3,6-dioxaheptanoate